(1S,3S,4S)-N-((S)-1-cyano-2-((S)-2-oxopyrrolidin-3-yl)ethyl)-2-(4-(difluoromethyl)-6-fluoro-1H-indole-2-carbonyl)-5,5-difluoro-2-azabicyclo[2.2.2]octane-3-carboxamide C(#N)[C@H](C[C@H]1C(NCC1)=O)NC(=O)[C@H]1N([C@@H]2CC([C@H]1CC2)(F)F)C(=O)C=2NC1=CC(=CC(=C1C2)C(F)F)F